2-(2-chloro-6-fluorophenyl)-N-[6-(3,4-difluoroanilino)pyridazin-4-yl]acetamide ClC1=C(C(=CC=C1)F)CC(=O)NC1=CN=NC(=C1)NC1=CC(=C(C=C1)F)F